C1(NCC2=CC=CC=C12)C(=O)OCC ethyl 2,3-dihydro-1H-isoindole-1-carboxylate